ethyl 2-amino-6-chloro-7-((triisopropylsilyl)oxy)benzo[b]thiophene-3-carboxylate NC1=C(C2=C(S1)C(=C(C=C2)Cl)O[Si](C(C)C)(C(C)C)C(C)C)C(=O)OCC